tert-butyl 4-[[4-(5-acetyl-3-iodo-6,7-dihydro-4H-pyrazolo[4,3-c]pyridin-1-yl)cyclohexyl]amino]piperidine-1-carboxylate C(C)(=O)N1CC2=C(CC1)N(N=C2I)C2CCC(CC2)NC2CCN(CC2)C(=O)OC(C)(C)C